Ethyl 5-(4-methoxy-3-methylphenyl)-1,3,4-thiadiazole-2-carboxylate COC1=C(C=C(C=C1)C1=NN=C(S1)C(=O)OCC)C